COC1=CC(=NC=C1N1C=NC(=C1)C)NC1=NC(=NN2C1=C(C(=C2)C2=NN(C=C2)C)C)C=2N(C=CN2)C N-(4-Methoxy-5-(4-methyl-1H-imidazol-1-yl)pyridin-2-yl)-5-methyl-2-(1-methyl-1H-imidazol-2-yl)-6-(1-methyl-1H-pyrazol-3-yl)pyrrolo[2,1-f][1,2,4]triazin-4-amine